vinyl-cinnamic acid C(=C)C(C(=O)O)=CC1=CC=CC=C1